1-((1S,2R)-2-hydroxycyclobutyl)-3-(5-(1-isopropyl-1H-pyrrolo[2,3-b]pyridin-3-yl)-7-(methylamino)pyrazolo[1,5-a]pyrimidin-3-yl)urea O[C@H]1[C@H](CC1)NC(=O)NC=1C=NN2C1N=C(C=C2NC)C2=CN(C1=NC=CC=C12)C(C)C